3-((2S)-2-hydroxy-3-(8-(3-(thiophen-3-yl)phenylsulfonyl)-1-oxa-8-azaspiro[4.5]decan-3-ylamino)propoxy)-N-methylbenzenesulfonamide O[C@H](COC=1C=C(C=CC1)S(=O)(=O)NC)CNC1COC2(C1)CCN(CC2)S(=O)(=O)C2=CC(=CC=C2)C2=CSC=C2